(S)-6-(((R)-1-(5-chloropyridin-2-yl)-2-methylpropyl)amino)-2-(3,4-difluoro-5-methylbenzyl)-N-hydroxyhexanamide ClC=1C=CC(=NC1)[C@@H](C(C)C)NCCCC[C@H](C(=O)NO)CC1=CC(=C(C(=C1)C)F)F